5-(1-ethoxypropyloxymethyl-oxycarbonyl)-7-oxo-bicyclo[2.2.1]Hept-2-ene C(C)OC(CC)OCOC(=O)C1C2C=CC(C1)C2=O